2,4-bis(benzhydryl)-6-methylaniline C(C1=CC=CC=C1)(C1=CC=CC=C1)C1=C(N)C(=CC(=C1)C(C1=CC=CC=C1)C1=CC=CC=C1)C